CC1(N(C(N(C1=O)C1=CC(=C(C#N)C=C1)C(F)(F)F)=O)CCNC=1C=NC2=CC=CC=C2C1)C 4-(4,4-dimethyl-2,5-dioxo-3-(2-(quinolin-3-ylamino)ethyl)imidazolin-1-yl)-2-(trifluoromethyl)benzonitrile